N-methyleth-anamine CNCC